N-(5-((2-(5-azaspiro[3.4]octan-5-yl)ethyl)carbamoyl)-2-methylpyridin-3-yl)-2-(1-methyl-1H-pyrazol-4-yl)pyrazolo[5,1-b]thiazole-7-carboxamide C1CCC12N(CCC2)CCNC(=O)C=2C=C(C(=NC2)C)NC(=O)C=2C=NN1C2SC(=C1)C=1C=NN(C1)C